CN1C(CCC1)C1=NC2=NC=NC(=C2N1)C(=O)N 8-(1-methylpyrrolidin-2-yl)-7H-purine-6-carboxamide